C(N)(=O)C1=C(C(=CC(=C1)C#N)C)NC(=O)C=1N(N=C(C1)OC)C1=NC=CC=C1Cl N-(2-carbamoyl-4-cyano-6-methyl-phenyl)-2-(3-chloro-2-pyridyl)-5-methoxy-pyrazole-3-carboxamide